2-fluoro-3-hydroxy-3-methylbutyl-6-(thiazol-5-yl)quinoline-3-carboxamide FC(CC1=NC2=CC=C(C=C2C=C1C(=O)N)C1=CN=CS1)C(C)(C)O